CC1C(NC=2C=NN(C2C=2C=CN=C(CCCC1)C2)COCC[Si](C)(C)C)=O 9-methyl-3-{[2-(trimethylsilyl)ethoxy]Methyl}-3,4,7,15-tetraazatricyclo[12.3.1.02,6]Octadecan-1(18),2(6),4,14,16-pentaen-8-one